NC1=NC2=C(N1CCN(CCOC1=C(C=NN1C1CC1)C1=NC(=CC(=C1)C(=O)OC)C)CC(F)(F)F)C=CC=C2 methyl 2-[5-(2-{[2-(2-amino-1,3-benzodiazol-1-yl) ethyl] (2,2,2-trifluoroethyl) amino} ethoxy)-1-cyclopropylpyrazol-4-yl]-6-methylpyridine-4-carboxylate